5-(7-carbamoyl-3-chloro-5,6-difluoro-2-methyl-1H-indol-4-yl)-3,6-dihydropyridine-1(2H)-carboxylic acid tert-butyl ester C(C)(C)(C)OC(=O)N1CCC=C(C1)C1=C2C(=C(NC2=C(C(=C1F)F)C(N)=O)C)Cl